3-bromo-2-chloro-5,6-dimethyl-pyridine BrC=1C(=NC(=C(C1)C)C)Cl